NC1=CC(=C(C(=C1)Cl)C=1N=NC=CC1C(C)C)Cl (4-amino-2,6-dichlorophenyl)-4-isopropyl-pyridazin